N-(4-(2-isopropoxypropan-2-yl)thiazol-2-yl)-1-((3-methoxypyridin-4-yl)methyl)-1H-pyrrole-2-carboxamide C(C)(C)OC(C)(C)C=1N=C(SC1)NC(=O)C=1N(C=CC1)CC1=C(C=NC=C1)OC